N(=[N+]=[N-])CC1=CC=2C=NC=CC2S1 2-(azidomethyl)thieno[3,2-c]pyridine